N[C@H](C(=O)O)CC1=CNC2=C(C=C(C=C12)I)OC (S)-2-amino-3-(5-iodo-7-methoxy-1H-indol-3-yl)propanoic acid